5-(4-(4-(2-((tert-butoxycarbonyl)amino)ethyl)-2-iodophenoxy)phenoxy)pentanoic acid C(C)(C)(C)OC(=O)NCCC1=CC(=C(OC2=CC=C(OCCCCC(=O)O)C=C2)C=C1)I